C12(CC3CC(CC(C1)C3)C2)C=2N(C3=CC=CC=C3C2)C 2-(1-adamantyl)-1-methyl-1H-indole